FC(S(=O)(=O)OC1=CC=C(C=C1)CC1=C(C=C(C=C1OC)C=1C2=C(C(N(C1)C)=O)N(N=C2)CC2=CC=C(C=C2)OC)OC)(F)F 4-(2,6-dimethoxy-4-(1-(4-methoxybenzyl)-6-methyl-7-oxo-6,7-dihydro-1H-pyrazolo[3,4-c]pyridin-4-yl)benzyl)phenyl trifluoromethanesulfonate